benzyl 3-[(4aS,5aR)-5,5-difluoro-5a-methyl-1-(oxan-2-yl)-1H,4H,4aH,5H,5aH,6H-cyclopropa[f]indazol-3-yl]-3-oxopropanoate FC1([C@H]2CC=3C(=NN(C3C[C@]21C)C2OCCCC2)C(CC(=O)OCC2=CC=CC=C2)=O)F